6-(2-chloro-4-fluoro-5-methoxyphenyl)-3-(1,3-dimethyl-1H-pyrazolo[4,3-c]pyridin-7-yl)thieno[3,2-d]pyrimidine-2,4(1H,3H)-dione ClC1=C(C=C(C(=C1)F)OC)C1=CC=2NC(N(C(C2S1)=O)C=1C2=C(C=NC1)C(=NN2C)C)=O